α-bromophenylethane BrC(C)C1=CC=CC=C1